ClC1=NC(=NC(=C1CC)OC1=C(C=CC=C1)C)N 4-chloro-5-ethyl-6-(2-methylphenoxy)pyrimidin-2-amine